(S)-1-((S)-1-(2-((R*)-1-amino-2-((1,1,1-trifluoro-2-methylpropan-2-yl)oxy)ethyl)-1H-benzo[d]imidazol-5-yl)-2-cyclopropoxyethyl)-4-(trifluoromethyl)imidazolidin-2-one N[C@@H](COC(C(F)(F)F)(C)C)C1=NC2=C(N1)C=CC(=C2)[C@@H](COC2CC2)N2C(N[C@@H](C2)C(F)(F)F)=O |o1:1|